COC1=C(C=C(C=C1)C1=NN(C=C1)C)S(=O)(=O)NC(=O)C1=CC2=CC=CC(=C2C=C1)N1N=CC=C1 N-((2-methoxy-5-(1-methyl-1H-pyrazol-3-yl)phenyl)sulfonyl)-5-(1H-pyrazol-1-yl)-2-naphthamide